2-amino-9-((1S,3R,4S)-4-((tert-butyldimethylsilyl)oxy)-3-(hydroxymethyl)-2-methylenecyclopentyl)-1H-purin-6(9H)-one NC=1NC(C=2N=CN(C2N1)[C@@H]1C([C@@H]([C@H](C1)O[Si](C)(C)C(C)(C)C)CO)=C)=O